3-hydroxy-5,7-dimethoxy-2-(3,4,5-trimethoxyphenyl)-4H-chromen-4-one OC1=C(OC2=CC(=CC(=C2C1=O)OC)OC)C1=CC(=C(C(=C1)OC)OC)OC